ClC1=CC2=C(S1)[C@@]1(C[C@@H](N(CC1)C(C#C)C)C)OCC2 (2'S,7R)-2-chloro-2'-methyl-1'-(1-methylprop-2-ynyl)spiro[4,5-dihydrothieno[2,3-c]pyran-7,4'-piperidine]